CN(C(CN1[C@@H]2[C@@H](N(C[C@H]1CC2)S(=O)(=O)C=2C=NC(=CC2)OC2=CC=C(C=C2)F)C(=O)NO)=O)C (1S,2R,5R)-8-(2-(dimethylamino)-2-oxoethyl)-3-((6-(4-fluorophenoxy)pyridin-3-yl)sulfonyl)-N-hydroxy-3,8-diazabicyclo[3.2.1]octane-2-carboxamide